(2-acetyl-2H,2'H-[3,3'-bipyrazole]-5-carbonyl)-N-(3-chlorophenyl)piperazine-1-carboxamide C(C)(=O)N1N=C(C=C1C=1NN=CC1)C(=O)C1N(CCNC1)C(=O)NC1=CC(=CC=C1)Cl